CB(N)C Dimethyl-aminoborane